Ketoisovaleric acid O=C(C(=O)O)C(C)C